3-(3-fluoro-4-chlorophenyl)-4-(5-(3,5-dimethylisoxazol-4-yl)-1-((trans)-4-methoxycyclohexyl)-1H-benzo[d]imidazol-2-yl)-1,3-oxazinan-2-one FC=1C=C(C=CC1Cl)N1C(OCCC1C1=NC2=C(N1[C@@H]1CC[C@H](CC1)OC)C=CC(=C2)C=2C(=NOC2C)C)=O